BrC1=C(C2=CC=CC=C2C=C1)C1=NC(=NC(=N1)C1=CC=CC=C1)C1=CC=CC=C1 2-(2-bromonaphthalen-1-yl)-4,6-diphenyl-1,3,5-triazine